C[Si](C)(C)CC=CC=C[Ti](C1=C(C(=CC=C1F)N(CCCC)C(C(C)(C)C)=O)F)(C1=C(C(=CC=C1F)N(CCCC)C(C(C)(C)C)=O)F)C=CC=CC[Si](C)(C)C Bis(trimethylsilylpentadienyl)bis[2,6-difluoro-3-(N-butyl-2,2-dimethylpropionylamino)phenyl]titanium